O[C@H]([C@H]1CN2C(CC[C@@H]2CC1)=O)C=1N=NC(=C(C1)C)C1=C(C=C(C=C1)C(F)(F)F)O (6R,8aS)-6-((R)-hydroxy(6-(2-hydroxy-4-(trifluoromethyl)phenyl)-5-methylpyridazin-3-yl)methyl)hexahydroindolizin-3(2H)-one